ClC1=NC=C(C(=C1)N1CCC(CC1)(C)CO)C#CC1OCCC1 (1-(2-chloro-5-((tetrahydrofuran-2-yl)ethynyl)pyridin-4-yl)-4-methylpiperidin-4-yl)methanol